FC(C(=O)O)(F)F.ClC1=C(C=C(C(=C1)Cl)C(CNC1CCC(CC1)(C)O)C1=CC=CC=C1)C=1C(=CC=C(C1F)OCCOC)C(=O)N 2',4'-Dichloro-6-fluoro-5'-(2-(((1r,4r)-4-hydroxy-4-methylcyclohexyl)amino)-1-phenylethyl)-5-(2-methoxyethoxy)-[1,1'-biphenyl]-2-carboxamide trifluoroacetate